Methyl (5-(2,3-dimethoxy-5-((4-oxo-3,4-dihydrophthalazin-1-yl)methyl) phenyl)-1H-benzoimidazol-2-yl)carbamate COC1=C(C=C(C=C1OC)CC1=NNC(C2=CC=CC=C12)=O)C1=CC2=C(NC(=N2)NC(OC)=O)C=C1